ClC=1C(=CC(=C(CN[C@](C(=O)O)(CO)C)C1)OCC=1C=NN(C1)CC#N)OCC1=C(C(=CC=C1)C1=CC2=C(OCCO2)C=C1)C (S)-2-((5-chloro-2-((1-(cyanomethyl)-1H-pyrazol-4-yl)methoxy)-4-((3-(2,3-dihydrobenzo[b][1,4]dioxin-6-yl)-2-methylbenzyl)oxy)benzyl)amino)-3-hydroxy-2-methylpropanoic acid